(-)-3-(3-chloro-4-fluoro-2-methoxyanilino)-2-{3-[(oxetan-2-yl)methoxy]pyridin-4-yl}-1,5,6,7-tetrahydro-4H-pyrrolo[3,2-c]pyridin-4-one ClC=1C(=C(NC2=C(NC3=C2C(NCC3)=O)C3=C(C=NC=C3)OCC3OCC3)C=CC1F)OC